CC1CC(=NN1)C(=O)[O-] 5-methyl-2-pyrazoline-3-carboxylate